(S)-N-(1-cyclohexyl-2-((5-(3,5-dimethyl-1H-pyrazol-4-yl)-6-fluoropyridin-2-yl)amino)-2-oxoethyl)-1-(prop-2-yn-1-yl)-1H-pyrazole-5-carboxamide C1(CCCCC1)[C@@H](C(=O)NC1=NC(=C(C=C1)C=1C(=NNC1C)C)F)NC(=O)C1=CC=NN1CC#C